2-[2-(3-isoquinolylmethylcarbamoyl)indan-2-yl]acetic acid C1=NC(=CC2=CC=CC=C12)CNC(=O)C1(CC2=CC=CC=C2C1)CC(=O)O